FC([C@](C)(O)C1=NOC=2C=3C=NN(C3C[C@@H](C21)C)C2CCC(CC2)(C)OCOC)(F)F (R)-1,1,1-trifluoro-2-((S)-6-((1r,4S)-4-(methoxymethoxy)-4-methylcyclohexyl)-4-methyl-5,6-dihydro-4H-isoxazolo[5,4-e]indazol-3-yl)propan-2-ol